1,2-diethylpentyl methacrylate C(C(=C)C)(=O)OC(C(CCC)CC)CC